CN1N=NC(=C1)COC1=CC=C(C=C1)C=1N=CN(C1)C(=O)OC(C)(C)C tert-butyl 4-(4-((1-methyl-1H-1,2,3-triazol-4-yl)methoxy)phenyl)-1H-imidazole-1-carboxylate